N(=[N+]=[N-])C=1C(NC(N([C@H]2[C@H](O)[C@H](O)[C@@H](CO)O2)C1)=O)=O 5-AzidoUridine